CC1(CC(CC(C1)N=C=O)(C)C)CN=C=O 1,3,3-Trimethyl-1-(isocyanatomethyl)-5-isocyanatocyclohexane